(6-(4-fluoro-1H-pyrazole-1-Yl)pyridin-3-yl)methylamine FC=1C=NN(C1)C1=CC=C(C=N1)CN